CNC(O[C@H]1C[C@H](CC1)C=1NN=C(C1)NC(=O)C=1N(N=C(C1)Br)C)=O (1R,3S)-3-[5-(5-bromo-2-methylpyrazole-3-amido)-2H-pyrazol-3-yl]cyclopentyl N-methylcarbamate